4-(4,4,5,5-tetramethyl-1,3,2-dioxaborolan-2-yl)-3,6-dihydropyridine-1(2H)-carboxylic acid benzyl ester C(C1=CC=CC=C1)OC(=O)N1CCC(=CC1)B1OC(C(O1)(C)C)(C)C